2-((tert-Butoxycarbonyl)(methyl)amino)-3-cyclopentylpropionic acid C(C)(C)(C)OC(=O)N(C(C(=O)O)CC1CCCC1)C